CC(C)(C)S(=O)N[C@H](C[N+](=O)[O-])C=1SC=CC1 2-methyl-N-[(1R)-2-nitro-1-(2-thienyl)ethyl]propane-2-sulfinamide